N-(benzyloxycarbonyl)-azetidine C(C1=CC=CC=C1)OC(=O)N1CCC1